(S)-N'-((2,3-dicyclopropyl-6,7-dihydro-5H-cyclopenta[b]pyridin-4-yl)carbamoyl)-1-ethyl-1H-pyrazole-3-sulfonimidamide C1(CC1)C1=C(C(=C2C(=N1)CCC2)NC(=O)N=[S@@](=O)(N)C2=NN(C=C2)CC)C2CC2